O1[C@@H](CC1)CN1C(=NC2=C1C=C(C=C2)C(=O)OC)CN2CCC(=CC2)B2OC(C(O2)(C)C)(C)C methyl (S)-1-(oxetan-2-ylmethyl)-2-((4-(4,4,5,5-tetramethyl-1,3,2-dioxaborolan-2-yl)-3,6-dihydropyridin-1(2H)-yl)methyl)-1H-benzo[d]imidazole-6-carboxylate